C(C)S(=O)(=O)C1=CC=C(C#N)C=C1 4-(ethylsulfonyl)benzonitrile